OC1CC2(C1)CCN(CC2)C=2C=CC1=C3C=4NC[C@H](NC(C4SC3=CC=C1N2)=O)C (15R)-5-(2-hydroxy-7-azaspiro[3.5]nonan-7-yl)-15-methyl-11-thia-6,14,17-triazatetracyclo[8.8.0.02,7.012,18]octadeca-1,3,5,7,9,12(18)-hexaen-13-one